(R)-N-((R)-1-cyclopropyl-2,2,2-trifluoroethyl)-2-methylpropane-2-sulfinamide C1(CC1)[C@H](C(F)(F)F)N[S@](=O)C(C)(C)C